FC1=C(C=CC(=C1OC)B1OC(C(O1)(C)C)(C)C)C=1C=NN(C1C)CCOC 4-[2-fluoro-3-methoxy-4-(4,4,5,5-tetramethyl-1,3,2-dioxaborolan-2-yl)phenyl]-1-(2-methoxyethyl)-5-methyl-pyrazole